2-(1,1''-bis((2-(trimethylsilyl)ethoxy)methyl)-1H,1'H,1''H-[2,2':5',2''-terpyrrol]-1'-yl)-N-(3-(deoxyuridine-5-yl)prop-2-yn-1-yl)acetamide C[Si](CCOCN1C(=CC=C1)C=1N(C(=CC1)C=1N(C=CC1)COCC[Si](C)(C)C)CC(=O)NCC#CC=1C(NC(N([C@H]2C[C@H](O)[C@@H](CO)O2)C1)=O)=O)(C)C